tert-Butyl (tert-butoxycarbonyl)(6-chloro-5-(2,2-dimethoxyethyl)pyrimidin-4-yl)carbamate C(C)(C)(C)OC(=O)N(C(OC(C)(C)C)=O)C1=NC=NC(=C1CC(OC)OC)Cl